1-tert-butyl 6-(1-chloroethyl) hexanedioate C(CCCCC(=O)OC(C)Cl)(=O)OC(C)(C)C